N-{(1S)-1-(4-Methylcyclohexyl)-2-oxo-2-[(2-oxospiro-[1H-pyrrolo[3,2-c]pyridine-3,4'-tetrahydropyran]-6-yl)amino]-ethyl}pyridine-3-carboxamide CC1CCC(CC1)[C@@H](C(NC1=CC2=C(C=N1)C1(CCOCC1)C(N2)=O)=O)NC(=O)C=2C=NC=CC2